C(#N)N1C2C(CC1CC2)NC(=O)C=2C=C1C=CN(C1=CC2)C2=NC=CC(=N2)C endo-N-(7-cyano-7-azabicyclo[2.2.1]heptan-2-yl)-1-(4-methyl-2-pyrimidinyl)-1H-indole-5-carboxamide